C1(CC1)C1=C(C#N)C=C(C=C1)O 2-cyclopropyl-5-hydroxybenzonitrile